7-bromoheptyl 4,4-bis(((Z)-oct-3-en-1-yl)oxy)butanoate C(C\C=C/CCCC)OC(CCC(=O)OCCCCCCCBr)OCC\C=C/CCCC